1-(2-(3-(3-((4-Methyl-4H-1,2,4-triazol-3-yl)methyl)oxetan-3-yl)phenyl)-7-(trifluoromethyl)benzo[d]oxazol-5-yl)ethan-1-one CN1C(=NN=C1)CC1(COC1)C=1C=C(C=CC1)C=1OC2=C(N1)C=C(C=C2C(F)(F)F)C(C)=O